FC(C1=CC=2C=C3N(C2C=C1)CCNC3)(F)F 8-(trifluoromethyl)-1,2,3,4-tetrahydropyrazino[1,2-a]indole